5-(1-benzyl-4-fluoropiperidin-4-yl)pyrrolo[2,1-f][1,2,4]triazin-4-amine C(C1=CC=CC=C1)N1CCC(CC1)(F)C=1C=CN2N=CN=C(C21)N